tert-Butyl 3-(4-(1,1-difluoro-2-hydroxy-2-methylpropoxy)-7-(pyridin-2-yl)benzo[d]oxazol-2-yl)-3,6-diazabicyclo[3.1.1]heptane-6-carboxylate FC(C(C)(C)O)(OC1=CC=C(C2=C1N=C(O2)N2CC1N(C(C2)C1)C(=O)OC(C)(C)C)C1=NC=CC=C1)F